C1(CC1)C1=CC(=NN1)N 5-cyclopropyl-1H-pyrazol-3-amine